2-(pyridin-3-yl)ethan-1-ol N1=CC(=CC=C1)CCO